(R)-tert-butyl 2-((((9H-fluoren-9-yl)methoxy)carbonyl)amino)-3-chloropropanoate C1=CC=CC=2C3=CC=CC=C3C(C12)COC(=O)N[C@H](C(=O)OC(C)(C)C)CCl